N-(4-(3,6-diphenyl-9H-carbazol-1-yl)naphthalen-2-yl)-N-(indolo[3,2,1-jk]carbazol-5-yl)indolo[3,2,1-jk]carbazol-5-amine C1(=CC=CC=C1)C=1C=C(C=2NC3=CC=C(C=C3C2C1)C1=CC=CC=C1)C1=CC(=CC2=CC=CC=C12)N(C=1C=C2C(=CC1)N1C3=C2C=CC=C3C=3C=CC=CC13)C=1C=C3C(=CC1)N1C2=C3C=CC=C2C=2C=CC=CC12